4-amino-3,7-dimethyl-3H-pyrazolo[3,4-c]quinoline-8-carboxylic acid NC1=NC=2C=C(C(=CC2C2=C1N(N=C2)C)C(=O)O)C